(((((2-acetylanthracene-9,10-diyl)bis(methylene))bis((6-aminohexyl)azanediyl))bis(methylene))bis(4-(trifluoromethyl)-2,1-phenylene))diboronic acid C(C)(=O)C1=CC2=C(C3=CC=CC=C3C(=C2C=C1)CN(CCCCCCN)CC1=C(C=CC(=C1)C(F)(F)F)B(O)O)CN(CCCCCCN)CC1=C(C=CC(=C1)C(F)(F)F)B(O)O